C(=O)(OC(C)(C)C)C([C@H](OC=1C=CC(=NC1C)C1=C(C(=NC=C1)NC(OC)=O)F)N)(CC(C)C)C (S)-methyl (5-((2-Boc-amino-2,4-dimethylpentyl)oxy)-3'-fluoro-6-methyl-[2,4'-bipyridin]-2'-yl)carbamate